C(C)(=O)O[C@H]1[C@@H](OC(C)=O)O[C@@H]([C@@H]([C@@H]1C=1OC=C(N1)C1=CC(=C(C(=C1)F)F)F)OC(C)=O)COC(C)=O Acetyl 2,4,6-tri-O-acetyl-3-deoxy-3-[4-(3,4,5-trifluorophenyl)-oxazol-2-yl]-α-D-galactopyranoside